1-(trifluoromethyl)-1H-pyrazole FC(N1N=CC=C1)(F)F